1-Propyl-1-Methylpyrrolidinium acetat C(C)(=O)[O-].C(CC)[N+]1(CCCC1)C